trans-4-((4-(1-Isopropyl-1H-pyrazol-4-yl)pyridin-2-yl)((trans-4-(5-methoxy-6-methylpyridin-2-yl)cyclohexyl)methyl) carbamoyl)cyclohexyl cyclopropylcarbamate C1(CC1)NC(O[C@@H]1CC[C@H](CC1)C(N(C[C@@H]1CC[C@H](CC1)C1=NC(=C(C=C1)OC)C)C1=NC=CC(=C1)C=1C=NN(C1)C(C)C)=O)=O